2-bromo-7-chloro-3-(((1,4-dihydroquinazolin-2-yl)thio)methyl)-5H-thiazolo[2,3-b]quinazoline BrC1=C(N2C(=NC3=CC=C(C=C3C2)Cl)S1)CSC=1NC2=CC=CC=C2CN1